C(C)(C(C)(C)C)N(CCO)CCO pinacolyl-diethanolamine